C(CCC)[N+]1(C(CCC1)CCC)C 1-Butyl(propyl)-1-methylpyrrolidinium